C(C)(C)(C)[Si](C1=CC=CC=C1)(C1=CC=CC=C1)OC1C[C@@H]2C([C@@H]2C1)C=1N(N=C(N1)C1=CCC(CC1)C(F)(F)F)C(C)C tert-butyl-[[(1s,5r)-6-[2-isopropyl-5-[4-(trifluoromethyl)cyclohexen-1-yl]-1,2,4-triazol-3-yl]-3-bicyclo[3.1.0]hexyl]oxy]-diphenyl-monosilane